FC1=CC=C2C=NC(=NC2=C1C1=NC=CC(=C1)NC(C=C)=O)NC1=CC=C(C=C1)N[C@@H]1CNCC1 (S)-N-(2-(7-fluoro-2-((4-(pyrrolidin-3-ylamino)phenyl)amino)quinazolin-8-yl)pyridin-4-yl)acrylamide